NC1=C(C=C(C=N1)NC(C(=O)N1[C@@H](CC[C@H](C1)C)C1=CC=C(C=C1)C(F)(F)F)=O)C N-(6-amino-5-methyl-3-pyridyl)-2-[(2S,5R)-5-methyl-2-[4-(trifluoromethyl)phenyl]-1-piperidyl]-2-oxo-acetamide